2-amino-N-(4-(4-amino-7-methyl-7H-pyrrolo[2,3-d]pyrimidin-5-yl)-3-methylphenyl)-2-phenylacetamide NC(C(=O)NC1=CC(=C(C=C1)C1=CN(C=2N=CN=C(C21)N)C)C)C2=CC=CC=C2